ClC1=CC=C(N=N1)C1=NOC(=C1CN1N=CC(=CC1=O)N1CC(C1)OC)C 2-((3-(6-chloropyridazin-3-yl)-5-methylisoxazol-4-yl)methyl)-5-(3-methoxyazetidin-1-yl)pyridazin-3(2H)-one